5-chloro-N-((1r,4r)-4-((3-(6-(4-hydroxypiperidin-1-yl)pyridin-3-yl)-2-oxo-2,3-dihydro-1H-benzo[d]imidazol-1-yl)methyl)cyclohexyl)-2-methylnicotinamide ClC=1C=NC(=C(C(=O)NC2CCC(CC2)CN2C(N(C3=C2C=CC=C3)C=3C=NC(=CC3)N3CCC(CC3)O)=O)C1)C